pyrrolo[3,2-b]pyridinehydrazide N1C(=CC2=NC=CC=C21)C(=O)NN